N1C(CC2=CC=CC=C12)=N indolinimine